FC=1C=CC(=C(C1)O)B1OC(C(O1)(C)C)(C)C 5-fluoro-2-(tetramethyl-1,3,2-dioxaborolan-2-yl)phenol